FC1=NC=CC(=C1)[C@H](CC1=NC(=NC(=N1)N[C@@H](CO)CC(C)C)NS(=O)(=O)C)C |o1:7| N-(4-((S*)-2-(2-fluoropyridin-4-yl)propyl)-6-(((R)-1-hydroxy-4-methylpentan-2-yl)amino)-1,3,5-triazin-2-yl)methanesulfonamide